N1=C(C=CC(=C1)C1(CCN(CC1)C1=C(C=C(C=C1)C(F)(F)F)C#N)C(=O)N[C@@H]1CN(CC1)C)C1=NC=CC=C1 4-{[2,2'-bipyridinyl]-5-yl}-1-[2-cyano-4-(trifluoromethyl)phenyl]-N-[(3S)-1-methylpyrrolidin-3-yl]piperidine-4-carboxamide